C(C)(C)(C)OC(=O)N1C(CC2(CC1)OCCC1=C2C=C(S1)CC)C 2-ethyl-2'-methyl-spiro[6,7-dihydrothieno[3,2-C]pyran-4,4'-piperidine]-1'-carboxylic acid tert-butyl ester